tert-Butyl-(1-(4-(1-chloroethyl)phenyl)cyclopropoxy)dimethylsilane C(C)(C)(C)[Si](C)(C)OC1(CC1)C1=CC=C(C=C1)C(C)Cl